2-((S)-1-(2-fluoroacryloyl)-4-((R)-7-(8-methylnaphthalen-1-yl)-2-((tetrahydro-1H-pyrrolizin-7a(5H)-yl)methoxy)-7,8-dihydro-5H-pyrano[4,3-d]pyrimidin-4-yl)piperazin-2-yl)acetonitrile FC(C(=O)N1[C@H](CN(CC1)C=1C2=C(N=C(N1)OCC13CCCN3CCC1)C[C@@H](OC2)C2=CC=CC1=CC=CC(=C21)C)CC#N)=C